C(C)OC(=O)C1=CN(C2=CC(=C(C=C2C1=O)Cl)F)C1=NC=CN=C1 6-chloro-7-fluoro-4-oxo-1-(pyrazin-2-yl)-1,4-dihydroquinoline-3-carboxylic acid ethyl ester